di(para-triethylsilylphenyl)methylene(2,7-di-tert-butyl-fluorenyl)(cyclopentadienyl)zirconium C(C)[Si](C1=CC=C(C=C1)C(=[Zr](C1C=CC=C1)C1=C(C=CC=2C3=CC=C(C=C3CC12)C(C)(C)C)C(C)(C)C)C1=CC=C(C=C1)[Si](CC)(CC)CC)(CC)CC